ClC1=NC2=CC(=CC=C2C=C1)C1=NC=CC=C1C=1C=NN(C1)CCC(C)C 2-Chloro-7-{3-[1-(3-methylbutyl)-1H-pyrazol-4-yl]pyridin-2-yl}chinolin